C(=C)OCCC1(CCCCC1)O (vinyloxyethyl)cyclohexanol